CC1(C(C=C(C=C1)C)N)C1(NC=CC=C1)N=NC1=NC=CC=C1 2-(p-dimethyl-aminophenyl)-azopyridine